4-amino-7-(trifluoromethyl)-1-(4-aminophenyl)-2-oxo-pyrido[3,2-b]pyridin-3-carboxamide NC=1C2=C(N(C(C1C(=O)N)=O)C1=CC=C(C=C1)N)C=C(C=N2)C(F)(F)F